3-(5-(4-((methyl(1-methylpiperidin-4-yl)amino)methyl)pyridin-2-yl)-1-oxoisoindolin-2-yl)piperidine-2,6-dione CN(C1CCN(CC1)C)CC1=CC(=NC=C1)C=1C=C2CN(C(C2=CC1)=O)C1C(NC(CC1)=O)=O